C(C)(C)OC(=O)N1CCC(CC1)C=1C=C2C(=C(NC2=CC1)C1=CC(=NC=C1F)CC)C(C)C 4-(2-(2-ethyl-5-fluoropyridin-4-yl)-3-isopropyl-1H-indol-5-yl)piperidine-1-carboxylic acid isopropyl ester